(S)-((2-(2-methoxy-7-methylquinoxalin-5-yl)-7,8-dihydrobenzofuro[5,4-d]thiazol-7-yl)methyl)carbamic acid benzyl ester C(C1=CC=CC=C1)OC(NC[C@H]1OC2=C(C1)C1=C(N=C(S1)C1=C3N=CC(=NC3=CC(=C1)C)OC)C=C2)=O